cumendiamine C1(=C(C(=CC=C1)N)N)C(C)C